n-ethyl-5-[4-[(7-ethyl-6-oxo-5H-1,5-naphthyridin-3-yl)methyl]piperazin-1-yl]pyridine-2-carboxamide C(C)NC(=O)C1=NC=C(C=C1)N1CCN(CC1)CC=1C=NC=2C=C(C(NC2C1)=O)CC